(3-bromo-2-chlorophenyl)boric acid BrC=1C(=C(C=CC1)OB(O)O)Cl